tert-butyl 4-[5-[2-amino-4-[ethoxy (propyl)carbamoyl]-3H-1-benzazepin-8-yl]pyrimidin-2-yl]piperazine-1-carboxylate NC1=NC2=C(C=C(C1)C(N(CCC)OCC)=O)C=CC(=C2)C=2C=NC(=NC2)N2CCN(CC2)C(=O)OC(C)(C)C